perfluoro (3,6,9-trioxaundecanoyl) peroxide C(COCCOCCOCC)(=O)OOF